C(C=C)(=O)N1CC(C1)CN1C(C(NC2=CC(=C(C=C12)F)C1=CC(=CC2=CC=CC=C12)O)=O)=O 1-((1-propenoylazetidin-3-yl)methyl)-7-fluoro-6-(3-hydroxynaphthalen-1-yl)quinoxalin-2,3(1H,4H)-dione